5-fluoro-3-iodopyrazolo[1,5-a]Pyridine FC1=CC=2N(C=C1)N=CC2I